tert-butyl N-(2,2-difluorocyclopropyl)-N-methylcarbamate FC1(C(C1)N(C(OC(C)(C)C)=O)C)F